ClC1=C(NC=2NC3=C(C=CC=4C(=C(NC(C34)=O)C)C)N2)C(=CC=C1)Cl 2-(2,6-dichloroanilino)-6,7-dimethyl-1,8-dihydroimidazo[4,5-h]isoquinolin-9-one